C(C)OC(CC(=O)C1=CC=C(C(=O)O)C=C1)=O 4-(3-ethoxy-3-oxopropionyl)benzoic acid